4-amino-N',1-dimethyl-N'-pyrimidin-2-yl-N-[[5-(trifluoromethyl)-2-pyridyl]methyl]imidazo[1,5-a]quinoxaline-8-carbohydrazide NC=1C=2N(C3=CC(=CC=C3N1)C(=O)N(N(C1=NC=CC=N1)C)CC1=NC=C(C=C1)C(F)(F)F)C(=NC2)C